5-[(3S)-Isoxazolidin-3-yl]-2-methyl-pyridine-3-carbonitrile HCl salt Cl.O1N[C@@H](CC1)C=1C=C(C(=NC1)C)C#N